C[Si](C#CC=1N=C(SC1)NC(OC(C)(C)C)=O)(C)C Tert-Butyl N-[4-(2-trimethylsilylethynyl)thiazol-2-yl]carbamate